(Z)-5-Oxo-7a-propyl-3a,4,5,7a-tetrahydrobenzofuran-3(2H)-ylethylacetate O=C1C=CC2(C(C(CO2)CCCC(=O)[O-])C1)CCC